FC=1C=C(C=CC1)CCN[C@H](C)CCC (R)-1-(3-Fluorophenyl)-2-(((R)-pentan-2-yl)amino)ethan